C(CCCCCCCCCCCCCCC)C=1C(=C(C=CC1)S(=O)(=O)O)N hexadecyl-aminobenzenesulfonic acid